1-(3,4-dichlorobenzyl)-3,7-dimethyl-8-vinyl-1H-purine-2,6(3H,7H)-dione ClC=1C=C(CN2C(N(C=3N=C(N(C3C2=O)C)C=C)C)=O)C=CC1Cl